(2S,3R)-N-(3-bromopropyl)-3-((tert-butyldimethylsilyl)oxy)-N-(3-chloro-4-fluorophenyl)-1-(6-methyl-4-(trifluoromethyl)pyridin-2-yl)pyrrolidine-2-carboxamide BrCCCN(C(=O)[C@H]1N(CC[C@H]1O[Si](C)(C)C(C)(C)C)C1=NC(=CC(=C1)C(F)(F)F)C)C1=CC(=C(C=C1)F)Cl